5-((dimethylamino)methyl)-8-(5-(((5-fluoro-2,3-dihydrobenzofuran-4-yl)methyl)amino)-[1,2,4]triazolo[4,3-c]pyrimidin-8-yl)imidazo[1,2-a]pyridine-3-carbonitrile CN(C)CC1=CC=C(C=2N1C(=CN2)C#N)C=2C=1N(C(=NC2)NCC2=C(C=CC3=C2CCO3)F)C=NN1